(4-(methoxycarbonyl)phenyl)boric acid COC(=O)C1=CC=C(C=C1)OB(O)O